1-(6-(4-((1H-indazol-5-yl)amino)pyrimidin-2-yl)-1H-indol-1-yl)-2-(4-methylpiperazin-1-yl)ethan-1-one N1N=CC2=CC(=CC=C12)NC1=NC(=NC=C1)C1=CC=C2C=CN(C2=C1)C(CN1CCN(CC1)C)=O